C(#N)C(CCSC=1C=C(C(=NC1)C(=O)N)SCC)C#N 5-(3,3-dicyanopropylsulfanyl)-3-ethylsulfanyl-pyridine-2-carboxamide